4-[(3R,5R)-5-[(5-bromo-1-methyl-6-oxo-pyridazin-4-yl)amino]-1-(cyclopropylmethyl)-3-piperidyl]benzoic acid BrC1=C(C=NN(C1=O)C)N[C@@H]1C[C@@H](CN(C1)CC1CC1)C1=CC=C(C(=O)O)C=C1